O1C(=NC2=C1C=CC=C2)[C@H]2N(CCC1=C2N=CN1)C(=O)C=1OC(=NN1)C1=NN(C=C1)C(F)F (S)-(4-(benzo[d]oxazol-2-yl)-6,7-dihydro-1H-imidazo[4,5-c]pyridin-5(4H)-yl)(5-(1-(difluoromethyl)-1H-pyrazol-3-yl)-1,3,4-oxadiazol-2-yl)methanone